(R)-2-(((S)-1-(4-bromo-3-methoxyphenyl)ethyl)carbamoyl)pyrrolidine-1-carboxylic acid tert-butyl ester C(C)(C)(C)OC(=O)N1[C@H](CCC1)C(N[C@@H](C)C1=CC(=C(C=C1)Br)OC)=O